Cl.C(CCC)OC12CC3(CC(CC(C1)C3)C2)NCC(=O)N2[C@@H]([C@@H]3C[C@@H]3C2)C#N (1R,2S,5S)-3-((3-butoxyadamantan-1-yl)glycyl)-3-azabicyclo[3.1.0]hexane-2-carbonitrile hydrochloride